N-benzyl-N-hydroxy-2,2-dimethylbutanamide-3,4-d2 C(C1=CC=CC=C1)N(C(C(C(C[2H])[2H])(C)C)=O)O